3-(((7-(1H-pyrazol-4-yl)-2,3-dihydrofuro[3,2-c]pyridin-4-yl)amino)methyl)-N-((5-methyl-4,5,6,7-tetrahydrothiazolo[5,4-c]pyridin-2-yl)methyl)benzamide N1N=CC(=C1)C=1C2=C(C(=NC1)NCC=1C=C(C(=O)NCC=3SC=4CN(CCC4N3)C)C=CC1)CCO2